BrC(C(=O)NC1=NC=C(C=C1)OC1CCC1)C 2-bromo-N-(5-cyclobutoxypyridin-2-yl)propanamide